FC1(CCC2(NC(C=3N2C(C(=CC3C)NC=3C2=C(N=CN3)CN(C2)C(=O)OC(C)(C)C)=O)=O)CC1)F tert-Butyl 4-[(4,4-difluoro-8'-methyl-1',5'-dioxo-1',5'-dihydro-2'H-spiro[cyclohexane-1,3'-imidazo[1,5-a]pyridin]-6'-yl)amino]-5,7-dihydro-6H-pyrrolo[3,4-d]pyrimidine-6-carboxylate